(R)-N-((4-((4-(DIMETHYLAMINO)-1-((4-FLUOROPHENYL)THIO)BUTAN-2-YL)AMINO)-3-NITROPHENYL)SULFONYL)-1-METHOXYCYCLOHEPTANE-1-CARBOXAMIDE CN(CC[C@H](CSC1=CC=C(C=C1)F)NC1=C(C=C(C=C1)S(=O)(=O)NC(=O)C1(CCCCCC1)OC)[N+](=O)[O-])C